ClC1=NC(=C2N=C(N(C2=N1)C[C@H]1OCCC1)C)N1[C@H](CN([C@@H](C1)CC)C(CC)C1=CC=C(C=C1)C(F)(F)F)C 2-Chloro-6-((2S,5R)-5-ethyl-2-methyl-4-(1-(4-(trifluoromethyl)phenyl)propyl)piperazin-1-yl)-8-methyl-9-(((S)-tetrahydrofuran-2-yl)methyl)-9H-purine